BrC1=C(C#N)C=CC(=C1)I 2-bromo-4-iodo-benzonitrile